3-(2,5-difluorophenyl)-5-methyl-pyrazol-4-ol FC1=C(C=C(C=C1)F)C1=NNC(=C1O)C